1-methylcyclopropyl 4-(((6-(isoindolin-2-ylmethyl)-4-oxo-4H-pyran-3-yl)oxy)methyl)piperidine-1-carboxylate C1N(CC2=CC=CC=C12)CC1=CC(C(=CO1)OCC1CCN(CC1)C(=O)OC1(CC1)C)=O